NCC=1C=C(C=CC1)C1=CC(=CC(=C1)N1CCC2(CC(C2)O)CC1)COC1=C(C=CC=C1)CC(=O)O 2-(2-((3'-(aminomethyl)-5-(2-hydroxy-7-azaspiro[3.5]nonan-7-yl)-[1,1'-biphenyl]-3-yl)methoxy)phenyl)acetic acid